4-(2-methylsulfonylethyl)-1,2,4-triazole CS(=O)(=O)CCN1C=NN=C1